(2S,4R)-1-(2-(3-acetyl-5-(2-methylpyrazolo[1,5-a]pyrimidin-6-yl)-1H-indazol-1-yl)acetyl)-N-(6-bromopyridin-2-yl)-4-fluoropyrrolidine-2-carboxamide C(C)(=O)C1=NN(C2=CC=C(C=C12)C=1C=NC=2N(C1)N=C(C2)C)CC(=O)N2[C@@H](C[C@H](C2)F)C(=O)NC2=NC(=CC=C2)Br